2-[1-[3-(2,6-dioxo-3-piperidyl)-1-methyl-indazol-6-yl]-4-hydroxy-4-piperidyl]-N-[5-fluoro-7-hydroxy-6-(1,1,4-trioxo-1,2,5-thiadiazolidin-2-yl)-2-naphthyl]acetamide O=C1NC(CCC1C1=NN(C2=CC(=CC=C12)N1CCC(CC1)(O)CC(=O)NC1=CC2=CC(=C(C(=C2C=C1)F)N1S(NC(C1)=O)(=O)=O)O)C)=O